1-(3-(3,5-difluoro-4-((6S,7S)-7-isobutyl-8-methyl-6,7,8,9-tetrahydro-3H-pyrazolo[3,4-h]isoquinolin-6-yl)phenoxy)azetidin-1-yl)propan-1-one FC=1C=C(OC2CN(C2)C(CC)=O)C=C(C1[C@H]1[C@@H](N(CC=2C3=C(C=CC12)NN=C3)C)CC(C)C)F